N,N'-diphenyl-N,N'-bis(p-tolyl)pyrene-1,6-diamine C1(=CC=CC=C1)N(C1=CC=C2C=CC=3C(=CC=C4C=CC1=C2C34)N(C3=CC=C(C=C3)C)C3=CC=CC=C3)C3=CC=C(C=C3)C